BrC1C(OC2=CC(=C(C=C2C1)OC(F)(F)F)O)(C)C 3-Bromo-7-hydroxy-2,2-dimethyl-6-(trifluoromethoxy)chroman